C(#N)C=1C=C(C=CC1F)NC(=O)N1CC2=C(CC1)ON=C2C(=O)N[C@@H](C(F)(F)F)C N5-(3-cyano-4-fluorophenyl)-N3-[(2R)-1,1,1-trifluoropropan-2-yl]-4H,5H,6H,7H-[1,2]oxazolo[4,5-c]pyridine-3,5-dicarboxamide